C(C)N1N=CC(=C1C1=CC=2N(C=C1)N=C(C2)NC(=O)C2CC2)O N-(5-(1-ethyl-4-hydroxy-1H-pyrazol-5-yl)pyrazolo[1,5-a]pyridin-2-yl)cyclopropanecarboxamide